[N+](=O)([O-])C=1C=CC(=C2C=CC=NC12)N1CCNCC1 8-nitro-5-(piperazin-1-yl)quinoline